FC(F)(F)C1=C(C=CC=C1)[B-](C1=C(C=CC=C1)C(F)(F)F)(C1=C(C=CC=C1)C(F)(F)F)C1=C(C=CC=C1)C(F)(F)F.C(CCC)[NH+](CCCC)CCCC tributylammonium tetrakis(trifluoromethylphenyl)borate